ethyl-5-(difluoromethyl)-1-[piperidin-3-yl]-1H-pyrazole C(C)C1=NN(C(=C1)C(F)F)C1CNCCC1